7-bromo-5-chloro-N,1-dimethyl-1H-indole-3-carboxamide BrC=1C=C(C=C2C(=CN(C12)C)C(=O)NC)Cl